N1C[C@@H](CCCC1)OCCOCCC1=C(C=C(C=C1C)O)C1=C(C=2N=C(N=C(C2C=N1)O)OC[C@]12CCCN2C[C@@H](C1)F)F 7-(2-(2-(2-(((R)-azepan-3-yl)oxy)ethoxy)ethyl)-5-hydroxy-3-methylphenyl)-8-fluoro-2-(((2R,7aS)-2-fluorotetrahydro-1H-pyrrolizin-7a(5H)-yl)methoxy)pyrido[4,3-d]pyrimidin-4-ol